tert-Butyl N-{4-{7-chloro-2-(2-prop-2-ynoxyethoxy)-10,11-dihydro-5H-dibenzo[b,f]azepin-5-yl}butyl}carbamate ClC1=CC2=C(CCC3=C(N2CCCCNC(OC(C)(C)C)=O)C=CC(=C3)OCCOCC#C)C=C1